(S)-2-METHYLPIPERIDINE-2-CARBOXYLIC ACID C[C@@]1(NCCCC1)C(=O)O